(2,7-dimethyl-3-phenyl-2,4,5,7-tetrahydro-6H-pyrazolo[3,4-c]pyridin-6-yl)(quinolin-6-yl)methanone CN1N=C2C(N(CCC2=C1C1=CC=CC=C1)C(=O)C=1C=C2C=CC=NC2=CC1)C